hexahydro-1,3,5-trinitro-S-triazine [N+](=O)([O-])N1CN(CN(C1)[N+](=O)[O-])[N+](=O)[O-]